phenyl-1,3-thiazol C1(=CC=CC=C1)C=1SC=CN1